N1,N1-dimethylbenzene-1,4-diamine CN(C1=CC=C(C=C1)N)C